hexa-t-butylphosphoramide C(C)(C)(C)N(P(=O)(N(C(C)(C)C)C(C)(C)C)N(C(C)(C)C)C(C)(C)C)C(C)(C)C